O=C1C(=O)C(=O)[C@H](O1)[C@@H](O)CO (L)-dehydroascorbic acid